(R)-9-[2-(decanoyloxymethyl)-4-(L-isoleucyloxy)butyl]guanine C(CCCCCCCCC)(=O)OC[C@@H](CN1C=2N=C(NC(C2N=C1)=O)N)CCOC([C@@H](N)[C@@H](C)CC)=O